CC=1C=C(C=C(C1O)C)CC1=C(C(=C(C(=C1)CC1=CC(=C(C(=C1)C)O)C)O)O)O 4,6-bis[(3,5-dimethyl-4-hydroxyphenyl)methyl]-1,2,3-benzenetriol